(S)-quinuclidin-3-yl (7-(4-isobutoxyphenyl)-6-methoxy-3,3-dimethylchroman-4-yl)carbamate C(C(C)C)OC1=CC=C(C=C1)C1=C(C=C2C(C(COC2=C1)(C)C)NC(O[C@@H]1CN2CCC1CC2)=O)OC